C(C1=CC=CC=C1)N1CCC(CC1)(C#N)C1=CC=C(C=N1)C=1C(=NC=CC1)OCC 1-benzyl-4-{2'-ethoxy-[3,3'-bipyridyl]-6-yl}piperidine-4-carbonitrile